C(C)(C)(C)OC(=O)N(CCOCCO)CCOCCOCCNCC 1,4,10,13-tetraoxa-7,16-diaza-octadecane-7-carboxylic acid t-butyl ester